5'-fluoro-2'-(3-(4-(1-methyl-4-(trifluoromethyl)-1H-imidazol-2-yl)phenyl)-1,2,4-oxadiazol-5-yl)-[1,1'-biphenyl]-4-carbonitrile FC=1C=CC(=C(C1)C1=CC=C(C=C1)C#N)C1=NC(=NO1)C1=CC=C(C=C1)C=1N(C=C(N1)C(F)(F)F)C